((6-bromo-2-((4,4-difluoropentyl)amino)quinazolin-7-yl)difluoromethyl)phosphonic acid BrC=1C=C2C=NC(=NC2=CC1C(F)(F)P(O)(O)=O)NCCCC(C)(F)F